C(C)(=O)C1N(CCC1)CC1=CC=CC=C1 (5S)-acetyl-1-benzyl-pyrrolidine